[2-chloro-4-(chlorosulfonyl)phenoxy]acetic acid, methyl ester ClC1=C(OCC(=O)OC)C=CC(=C1)S(=O)(=O)Cl